6-(3-(aminomethyl)-3-methylpyrrolidin-1-yl)-3-(2,3-dichlorophenoxy)-5-methyl-1,5-dihydro-4H-pyrazolo[3,4-d]pyrimidin-4-one NCC1(CN(CC1)C=1N(C(C2=C(N1)NN=C2OC2=C(C(=CC=C2)Cl)Cl)=O)C)C